C1(=CC1)N1CCC(CC1)OC1=CC=C(/C=C/C2=NC=3N(C(N(C(C3N2C)=O)CC)=O)CC)C=C1 (E)-8-(4-((1-(cyclopropenyl)piperidin-4-yl)oxy)styryl)-1,3-diethyl-7-methyl-1H-purine-2,6(3H,7H)-dione